N-methylpiperidine-4-sulfonamide CNS(=O)(=O)C1CCNCC1